C(C1=CC=CC=C1)OC1=C(C=C2C(=NC(=NC2=C1)N1CCCC1)N[C@H]1CN(CCC1)C(=O)OC(C)(C)C)OC tert-butyl (R)-3-((7-(benzyloxy)-6-methoxy-2-(pyrrolidin-1-yl)quinazolin-4-yl)amino)piperidine-1-carboxylate